CN(C(/C=C/CC[C@H](C(NC=1C(N(C=CC1)CC=1NC2=NC=NC(=C2N1)CCC1=CC=CC=C1)=O)=O)CN(C([O-])=O)C)=O)C (S,E)-7-(Dimethylamino)-1,7-dioxo-1-((2-oxo-1-((6-phenethyl-9H-purin-8-yl)methyl)-1,2-dihydropyridin-3-yl)amino)hept-5-en-2-yl-dimethylcarbamat